1-(9-(2-(chloromethyl)phenyl)-6-(3-methoxyazetidin-1-yl)-3H-xanthen-3-ylidene)-3-methoxyazetidin-1-ium chloride [Cl-].ClCC1=C(C=CC=C1)C=1C2=CC=C(C=C2OC2=CC(C=CC12)=[N+]1CC(C1)OC)N1CC(C1)OC